C(C1=CC=CC=C1)N1C[C@@H](C[C@H](C1)F)NC1=C2C(=NC=3C=C(C(=CC13)OC)OC)CCC2 (3R,5R)-1-benzyl-N-[6,7-dimethoxy-1H,2H,3H-cyclopenta[b]quinolin-9-yl]-5-fluoropiperidin-3-amine